2-(methyl(2,2,2-trifluoroethyl)amino)pyridin CN(C1=NC=CC=C1)CC(F)(F)F